ClC1=C(C(=O)N2CCN(CC2)C(=O)C2(CCN(CC2)C(=O)OC(C)(C)C)O)C=CC(=C1)[N+](=O)[O-] tert-Butyl 4-(4-(2-chloro-4-nitrobenzoyl)piperazine-1-carbonyl)-4-hydroxypiperidine-1-carboxylate